ethyl 9-methyl-7-methylene-2-(trifluoromethyl)-7,10-dihydro-10aH-benzo[4,5]isothiazolo[2,3-a]pyridine-9,10-dicarboxylate 5,5-dioxide CC1(C(C2N(C(C1)=C)S(C1=C2C=C(C=C1)C(F)(F)F)(=O)=O)C(=O)[O-])C(=O)OCC